ClC=1C=C(C=CC1OCC1=NC=CC=C1)NC1=NC=NC2=CC(=C(C=C12)[N+](=O)[O-])C#CC1(CCN(CC1)C)C N-(3-chloro-4-(pyridin-2-ylmethoxy)phenyl)-7-((1,4-dimethylpiperidin-4-yl)ethynyl)-6-nitroquinazolin-4-amine